ClC1=C(C(=NN1C)C=1C=NN(C1)C)C(=O)N1CCC2(CC1)CCN(CC2)CCC(C)(C)C (5-Chloro-1,1'-dimethyl-1H,1'H-[3,4'-bipyrazol]-4-yl)(9-(3,3-dimethylbutyl)-3,9-diazaspiro[5.5]undecan-3-yl)methanone